CN(C)CC1CN(C1)C(=O)O[C@@H]1CC[C@H](CC1)C(N(C[C@@H]1CC[C@H](CC1)C1=CC(=C(C=C1)OC)C)C1=CC(=CC=C1)C=1C=NN(C1)C1CC1)=O trans-4-((3-(1-Cyclopropyl-1H-pyrazol-4-yl)phenyl)((trans-4-(4-methoxy-3-methylphenyl)cyclohexyl)methyl)carbamoyl)cyclohexyl 3-((dimethylamino)methyl)azetidine-1-carboxylate